(R)-N-(1-cyanocyclopropyl)-4-(4-(cyclobutanecarbonyl)-3-methylpiperazin-1-yl)-9-(5-(difluoromethyl)-1,3,4-thiadiazol-2-yl)-9H-pyrimido[4,5-b]indole-7-sulfonamide C(#N)C1(CC1)NS(=O)(=O)C1=CC=C2C3=C(N(C2=C1)C=1SC(=NN1)C(F)F)N=CN=C3N3C[C@H](N(CC3)C(=O)C3CCC3)C